2-(1H-benzo[d]imidazol-5-yl)-3-(4-propoxyphenyl)isoindolin-1-one N1C=NC2=C1C=CC(=C2)N2C(C1=CC=CC=C1C2C2=CC=C(C=C2)OCCC)=O